2-methoxy-3-oxoisoindoline CON1CC2=CC=CC=C2C1=O